2-chloro-4-((5-chloro-3-fluoropyridin-2-yl)oxy)benzonitrile ClC1=C(C#N)C=CC(=C1)OC1=NC=C(C=C1F)Cl